7,7-dimethyl-1,4-diazepan-5-one CC1(CC(NCCN1)=O)C